(2S,3S,4R,5S)-4-[[3-[2-(Difluoromethoxy)-4-fluorophenyl]-4,5-dimethyl-5-(trifluoromethyl)tetrahydrofuran-2-carbonyl]amino]-N-methyl-pyridin-2-carboxamid FC(OC1=C(C=CC(=C1)F)[C@H]1[C@H](O[C@@]([C@@H]1C)(C(F)(F)F)C)C(=O)NC1=CC(=NC=C1)C(=O)NC)F